lead Tetraacetate C(C)(=O)[O-].C(C)(=O)[O-].C(C)(=O)[O-].C(C)(=O)[O-].[Pb+4]